BrC1=CC=C(C=C1)C(C1=CC=CC=C1)=O 4'-bromobenzophenone